8-chloro-6-methyl-7-[(2-methyl-3H-benzimidazol-5-yl)oxy]-2-[1-(4-piperidylmethyl)pyrazol-4-yl]quinoxaline ClC=1C(=C(C=C2N=CC(=NC12)C=1C=NN(C1)CC1CCNCC1)C)OC1=CC2=C(N=C(N2)C)C=C1